(3R,6S)-6-methyl-1-(2-(4-(pyrimidin-4-yl)phenyl)acetyl)piperidine-3-carboxylic acid C[C@H]1CC[C@H](CN1C(CC1=CC=C(C=C1)C1=NC=NC=C1)=O)C(=O)O